BrC1=C(C=CC(=C1)OCCOC(C)(C)C)C=C 2-bromo-4-(2-(tert-butoxy)ethoxy)-1-vinylbenzene